C(C)(C)(C)C=1C(=C(C=C(C1)C(C)(C)C)N1N=C2C(=N1)C=CC=C2)O 2-(3,5-di-t-Butyl-2-hydroxyphenyl)benzotriazole